(2S,4R)-N-[(S)-(4-cyclopropyl-3-fluorophenyl)(phenyl)methyl]-4-fluoro-1-[2-(3-methyl-2-oxo-2,3-dihydro-1H-1,3-benzodiazol-1-yl)acetyl]pyrrolidine-2-carboxamide C1(CC1)C1=C(C=C(C=C1)[C@@H](NC(=O)[C@H]1N(C[C@@H](C1)F)C(CN1C(N(C2=C1C=CC=C2)C)=O)=O)C2=CC=CC=C2)F